5-(3,4-dichlorophenyl)-1H-pyrazole-3-carboxylic acid methyl ester COC(=O)C1=NNC(=C1)C1=CC(=C(C=C1)Cl)Cl